COC(=O)C1=NC=C(C(=C1)CP(=O)(OCC)OCC)OC 4-(diethoxyphosphorylmethyl)-5-methoxy-pyridine-2-carboxylic acid methyl ester